triethylamine oxalate salt C(C(=O)O)(=O)O.C(C)N(CC)CC